5-chloro-3-fluoro-2-nitrobenzonitrile ClC=1C=C(C(=C(C#N)C1)[N+](=O)[O-])F